N-(6-Methoxy-2-(3-(piperidin-4-ylmethyl)-3-azaspiro[5.5]undecan-9-yl)-2H-indazole-5-yl)-6-(trifluoromethyl)picolinamide COC=1C(=CC2=CN(N=C2C1)C1CCC2(CCN(CC2)CC2CCNCC2)CC1)NC(C1=NC(=CC=C1)C(F)(F)F)=O